(R)-1-[6-({4-[2-amino-6-(m-cyanophenyl)-4-pyrimidinyl]-1H-1,2,3-triazol-1-yl}methyl)-2-pyridinyl]-2-pyrrolidinecarboxylic acid NC1=NC(=CC(=N1)C=1N=NN(C1)CC1=CC=CC(=N1)N1[C@H](CCC1)C(=O)O)C1=CC(=CC=C1)C#N